FC1=C(C=CC(=N1)C(=O)NC)N1CCN(CC1)C([2H])([2H])C=1C=C2NC(C(=NC2=CC1)C)=O 6-fluoro-N-methyl-5-(4-((2-methyl-3-oxo-4H-quinoxalin-6-yl)methyl-d2)piperazin-1-yl)pyridine-2-formamide